((S)-1-(4-fluorophenyl)-3,4-dihydroisoquinolin-2(1H)-yl)((3aS,6R,7aS)-3-methyl-3,3a,4,6,7,7a-hexahydropyrano[3,4-d]imidazol-6-yl)methanone FC1=CC=C(C=C1)[C@@H]1N(CCC2=CC=CC=C12)C(=O)[C@H]1C[C@H]2[C@H](N(C=N2)C)CO1